tert-Butyl (5-cyclopropyl-3-(2,6-dichlorophenyl)isoxazol-4-yl)carbamate C1(CC1)C1=C(C(=NO1)C1=C(C=CC=C1Cl)Cl)NC(OC(C)(C)C)=O